2-(2-(bicyclo[3.1.0]hex-2-en-3-yl)-5-ethyl-6-(4-(3-hydroxypicolinoyl)piperazin-1-yl)-7-oxo-[1,2,4]triazolo[1,5-a]pyrimidin-4(7H)-yl)-N-(2-chloro-4-(trifluoromethyl)phenyl)acetamide C12C=C(CC2C1)C1=NN2C(N(C(=C(C2=O)N2CCN(CC2)C(C2=NC=CC=C2O)=O)CC)CC(=O)NC2=C(C=C(C=C2)C(F)(F)F)Cl)=N1